[N+](#[C-])C(CCCCCC(C(=O)OCC)(C)C)(CCCCCC(C(=O)OCC)(C)C)S(=O)(=O)C1=CC=C(C)C=C1 diethyl 8-isocyano-2,2,14,14-tetramethyl-8-tosylpentadecanedioate